NC=1C(=NC(=CN1)C1=C(C=CC(=C1)[C@@](C(F)(F)F)(CO)O)C([2H])([2H])[2H])C(=O)NC12CCC(CC1)(C2)O (S)-3-amino-N-(4-hydroxybicyclo[2.2.1]heptan-1-yl)-6-(2-(methyl-d3)-5-(1,1,1-trifluoro-2,3-dihydroxypropan-2-yl)phenyl)pyrazine-2-carboxamide